iron-copper-zirconium [Zr].[Cu].[Fe]